ClC1=CC=C(C=N1)NC1=NC=CC2=CC(=CC=C12)OCC1=NN(C=C1F)C N-(6-chloropyridin-3-yl)-6-((4-fluoro-1-methyl-1H-pyrazol-3-yl)methoxy)isoquinolin-1-amine